3-(3-(2H-benzo[d][1,2,3]triazol-2-yl)-5-(tert-butyl)-4-hydroxyphenyl)propionic acid N=1N(N=C2C1C=CC=C2)C=2C=C(C=C(C2O)C(C)(C)C)CCC(=O)O